O1C(=NC2=C1C=CC=C2)C2=CC=C(C1=CC=CC=C21)C=2OC1=C(N2)C=CC=C1 1,4-Bis(2-benzoxazolyl)naphthalin